1,4-diamino-cyclohexane-1,4-dicarboxylic acid NC1(CCC(CC1)(C(=O)O)N)C(=O)O